(S)-2-((((9H-fluoren-9-yl)methoxy)carbonyl)amino)-3-(5-(tert-butoxy)pyridin-3-yl)propanoic acid C1=CC=CC=2C3=CC=CC=C3C(C12)COC(=O)N[C@H](C(=O)O)CC=1C=NC=C(C1)OC(C)(C)C